2-amino-3-methyl-N-((1R)-1-(1-methyl-1H-1,2,4-triazol-3-yl)ethyl)-N-((5-(trifluoromethyl)-2-pyridinyl)methyl)-6-quinolinecarboxamide NC1=NC2=CC=C(C=C2C=C1C)C(=O)N(CC1=NC=C(C=C1)C(F)(F)F)[C@H](C)C1=NN(C=N1)C